[9-(4,4,5,5,5-pentafluoropentylsulfinyl)nonanyl]estra-1,3,5(10)-triene-3,17β-diol FC(CCCS(=O)CCCCCCCCCC[C@@]12[C@H](CC[C@H]1[C@@H]1CCC=3C=C(C=CC3[C@H]1CC2)O)O)(C(F)(F)F)F